CC1=C(N=NC(=C1)N[C@H]1CN(CCC1)C)C1=C(C=C2CCCC2=C1)O (R)-6-(4-methyl-6-((1-methylpiperidin-3-yl)amino)pyridazin-3-yl)-2,3-dihydro-1H-inden-5-ol